(E)-2-(2,4-Dihydroxystyryl)-1-methylquinolinium iodide [I-].OC1=C(/C=C/C2=[N+](C3=CC=CC=C3C=C2)C)C=CC(=C1)O